N-(2,6-dioxopiperidin-3-yl)-5-(3-hydroxypropoxy)picolinamide Z-α-METHOXYIMINO-2-FURANACETATE AMMONIUM SALT [NH4+].CO\N=C(/C(=O)[O-])\C=1OC=CC1.O=C1NC(CCC1NC(C1=NC=C(C=C1)OCCCO)=O)=O